BrC=1N=C(SC1)C1NCCN(CC1)C(C)=O 1-(5-(4-bromothiazol-2-yl)-1,4-diazepan-1-yl)ethan-1-one